ClC1=C(C(=O)P(C2=CC=CC3=CC=CC=C23)(C(C2=C(C=CC=C2Cl)Cl)=O)=O)C(=CC=C1)Cl Bis(2,6-dichlorobenzoyl)-1-naphthylphosphin oxid